C1(=CC=C(C=C1)C=1OC(=NN1)C1=CC=C(C=C1)C(C)(C)C)C1=CC=CC=C1 2-(biphenyl-4-yl)-5-(4-tert-butylphenyl)-1,3,4-oxadiazole